O1C=CC2=C1C=CC(=C2)N2C(N(C=1C2=C2C(=NC1)NC(=C2)C2=CC=C(C=C2)CN2CCC(CC2)S(=O)(=O)C)C)=O 1-(Benzofuran-5-yl)-3-methyl-7-(4-((4-(methylsulfonyl)piperidin-1-yl)methyl)phenyl)-3,6-dihydroimidazo[4,5-d]pyrrolo[2,3-b]pyridin-2(1H)-on